5-chloro-4-iodo-6-(trifluoromethyl)pyridin-3-amine ClC=1C(=C(C=NC1C(F)(F)F)N)I